(2R)-(4-hydroxybutyrylamino)(phenyl)acetic acid methyl ester COC([C@@H](C1=CC=CC=C1)NC(CCCO)=O)=O